N2-[(2,3-Difluoro-4-methyl-phenyl)methyl]-6-(1H-indazol-6-yl)-1,3,5-triazine-2,4-diamine FC1=C(C=CC(=C1F)C)CNC1=NC(=NC(=N1)N)C1=CC=C2C=NNC2=C1